tert-butyl 4-(2-fluoro-5-((4-oxo-7-((triisopropylsilyl)ethynyl)-3,4-dihydrophthalazin-1-yl)methyl)benzoyl)piperazine-1-carboxylate FC1=C(C(=O)N2CCN(CC2)C(=O)OC(C)(C)C)C=C(C=C1)CC1=NNC(C2=CC=C(C=C12)C#C[Si](C(C)C)(C(C)C)C(C)C)=O